α-methyl-glutamine tert-Butyl-N-(4-chloro-1H-indol-7-yl)carbamate C(C)(C)(C)N(C(O)=O)C=1C=CC(=C2C=CNC12)Cl.C[C@](N)(CCC(N)=O)C(=O)O